2-(4-benzyloxyphenylamino)-7-cyclopentyl-N,N-dimethylpyrrolo[2,3-d]-pyrimidine-6-carboxamide C(C1=CC=CC=C1)OC1=CC=C(C=C1)NC=1N=CC2=C(N1)N(C(=C2)C(=O)N(C)C)C2CCCC2